Germanium silicon tin [Sn].[Si].[Ge]